2-(2-(4-(2,4-difluorophenoxy)piperidin-1-yl)-3-(1-methyl-1H-pyrazol-4-yl)pyrido[3,4-b]pyrazin-7-yl)-3-methylbutane-2,3-diol FC1=C(OC2CCN(CC2)C=2N=C3C(=NC2C=2C=NN(C2)C)C=NC(=C3)C(C)(C(C)(O)C)O)C=CC(=C1)F